OC[C@@H]1N(CCN(C1)C=1C=NC(=NC1)N1C[C@@H]2CNC3=NN=C(C=C3N2CC1)C1=C(C=CC=C1)OCOC)C(=O)OC(C)(C)C tert-butyl (2R)-2-(hydroxymethyl)-4-[2-[(10S)-4-[2-(methoxymethoxy)phenyl]-1,5,6,8,12-pentazatricyclo[8.4.0.02,7]tetradeca-2,4,6-trien-12-yl]pyrimidin-5-yl]piperazine-1-carboxylate